2-dicyclohexylphosphino-2',4',6'-triisopropylbiphenyl tetrafluoroboric acid salt F[B-](F)(F)F.[H+].C1(CCCCC1)P(C1=C(C=CC=C1)C1=C(C=C(C=C1C(C)C)C(C)C)C(C)C)C1CCCCC1